(2-amino-3-(3-((6-(3,5-difluorophenoxy)-5-fluoropyridin-3-yl)methyl)isoxazol-5-yl)pyridin-1-ium-1-yl)methyl hydrogen phosphate P(=O)(OC[N+]1=C(C(=CC=C1)C1=CC(=NO1)CC=1C=NC(=C(C1)F)OC1=CC(=CC(=C1)F)F)N)(O)[O-]